CC1CCC(OC(C1)C(C)C)=O 5-methyl-7-(propan-2-yl)oxepan-2-one